butyl (4-formylpiperidin-1-yl)carbamate C(=O)C1CCN(CC1)NC(OCCCC)=O